3-{(R)-(4-bromo-phenyl)-hydroxy-[5-(N-hydroxycarbamimidoyl)-pyridin-3-yl]-methyl}-3-methyl-azetidine-1-carboxylic acid tert-butyl ester C(C)(C)(C)OC(=O)N1CC(C1)(C)[C@](C=1C=NC=C(C1)C(NO)=N)(O)C1=CC=C(C=C1)Br